1-(2-hydroxyethylamino)hexane OCCNCCCCCC